5-(2,3-difluoro-4-(5-(pyridin-2-yl)-1-((2-(trimethylsilyl)ethoxy)methyl)-1H-pyrazol-4-yl)phenyl)-1-methyl-1H-imidazole-2-carboxamide FC1=C(C=CC(=C1F)C=1C=NN(C1C1=NC=CC=C1)COCC[Si](C)(C)C)C1=CN=C(N1C)C(=O)N